NC=1C2=C(N=CN1)N(C(=C2C2=CC[C@@H](CC2)C(=O)N2CCCCCC2)C2=CC=C(C=C2)NC(C(=C)C)=O)C (R)-N-(4-(4-amino-5-(4-(azepane-1-carbonyl)cyclohex-1-en-1-yl)-7-methyl-7H-pyrrolo[2,3-d]pyrimidin-6-yl)phenyl)methacrylamide